NC1=NC(=C(C=2N1N=C(N2)C(C2=CC=CC=C2)O)C2=NC=NC=C2F)C=2C=C(C#N)C=CC2 3-(5-amino-8-(5-fluoropyrimidin-4-yl)-2-(hydroxy(phenyl)methyl)-[1,2,4]triazolo[1,5-c]pyrimidin-7-yl)benzonitrile